5-(5-cyano-2-cyclopropoxyphenyl)-N-((3R,5S)-5-(methoxymethyl)pyrrolidin-3-yl)oxazole-2-carboxamide TFA salt OC(=O)C(F)(F)F.C(#N)C=1C=CC(=C(C1)C1=CN=C(O1)C(=O)N[C@H]1CN[C@@H](C1)COC)OC1CC1